C1(CC1)N1N=CC(=C1)[C@H]1CN(C[C@H](O1)C)C1=NC2=NC(=C(N=C2C(=N1)C1=C(C=C(C(=C1)C(F)F)F)F)C)C (2S,6R)-2-(1-cyclopropylpyrazol-4-yl)-4-[4-[5-(difluoromethyl)-2,4-difluoro-phenyl]-6,7-dimethyl-pteridin-2-yl]-6-methyl-morpholine